O1C[C@@H](CCC1)C(=O)N1CC2=C(C1)CN(C2)S(=O)(=O)C=2C=CC1=C(NCCO1)C2 |r| racemic-6-[5-[(oxan-3-yl)carbonyl]-1H,2H,3H,4H,5H,6H-pyrrolo[3,4-c]pyrrole-2-sulfonyl]-3,4-dihydro-2H-1,4-benzoxazine